C12(CC3CC(CC(C1)C3)C2)C(C(=O)NCCC2=CC(=C(C=C2)OC)O)(C=2SC(=CC2)C)O 2-(adamantan-1-yl)-2-hydroxy-2-(5-methylthiophene-2-yl)-N-(3-hydroxy-4-methoxyphenylethyl)acetamide